FC=1C=C(C=CC1OC)N(C(=O)C1N(NC(C1)=O)C1=NC(=CC(=C1)C(F)(F)F)C)C N-(3-fluoro-4-methoxyphenyl)-N-methyl-2-(6-methyl-4-(trifluoromethyl)pyridin-2-yl)-5-oxopyrazolidine-3-carboxamide